C1(CCCC1)NC(CN1N=C(N2C(C1=O)=CC1=C2N=CS1)C(C)C)=O N-Cyclopentyl-2-(5-isopropyl-8-oxothiazolo[5',4':4,5]pyrrolo[1,2-d][1,2,4]triazin-7(8H)-yl)acetamid